FC1=CC(=CC=2NC(=NC21)C=2C=NC=C(C2N2CC(C2)(C)C(C)N)C2=CC(=CC=C2)F)F 1-{1-[3-(4,6-difluoro-1H-1,3-benzodiazol-2-yl)-5-(3-fluorophenyl)pyridin-4-yl]-3-methylazetidin-3-yl}ethan-1-amine